4-bromo-3-(4-fluoro-2,6-dimethoxyphenoxy)-1-methylpyridin-2(1H)-one BrC1=C(C(N(C=C1)C)=O)OC1=C(C=C(C=C1OC)F)OC